9H-Fluoren-9-yl (S)-N-benzyl-P-phenylphosphonamidate C(C1=CC=CC=C1)N[P@](OC1C2=CC=CC=C2C=2C=CC=CC12)(=O)C1=CC=CC=C1